(S)-N-(1-(4-(4-methoxyphenyl)-5-((2-(methylsulfonyl)ethyl)thio)-4H-1,2,4-triazol-3-yl)-2-phenylethyl)-2-(2-methyl-1H-indol-3-yl)acetamide COC1=CC=C(C=C1)N1C(=NN=C1SCCS(=O)(=O)C)[C@H](CC1=CC=CC=C1)NC(CC1=C(NC2=CC=CC=C12)C)=O